5-chloro-4-[4-(3-methoxyphenyl)piperazin-1-yl]-2-(4-pyridinyl)-1H-pyrimidin-6-one ClC1=C(N=C(NC1=O)C1=CC=NC=C1)N1CCN(CC1)C1=CC(=CC=C1)OC